N-(4-(azetidin-3-yloxy)-3-(3,5-dimethylisoxazol-4-yl)phenyl)-3-methoxybenzamide N1CC(C1)OC1=C(C=C(C=C1)NC(C1=CC(=CC=C1)OC)=O)C=1C(=NOC1C)C